C(CCCC)(=O)O.N1=C(C=CC=C1)S (2-pyridinethiol) valerate